FC=1C=C(C=C(C1)F)[C@@H]1CC[C@H]2OC3(C(N21)=O)CCN(CC3)C(=O)C3=C(N=C2SC=CN23)C (5'S,7a'R)-5'-(3,5-difluorophenyl)-1-(6-methylimidazo[2,1-b][1,3]thiazole-5-carbonyl)tetrahydro-3'H-spiro[piperidine-4,2'-pyrrolo[2,1-b]-[1,3]oxazol]-3'-one